1-(1,3-dihydro-2H-isoindol-2-yl)-2-(phenylsulfonyl)-ethanone C1N(CC2=CC=CC=C12)C(CS(=O)(=O)C1=CC=CC=C1)=O